[2-(2-aminophenyl)phenyl]-[dicyclohexyl-[2-(2,6-diisobutoxyphenyl)phenyl]-λ^5-phosphanyl]palladium(1+) NC1=C(C=CC=C1)C1=C(C=CC=C1)[Pd+]P(C1=C(C=CC=C1)C1=C(C=CC=C1OCC(C)C)OCC(C)C)(C1CCCCC1)C1CCCCC1